BrC1=C(C=C(C=C1)C(C)OC)[N+](=O)[O-] 1-bromo-4-(1-methoxyethyl)-2-nitrobenzene